9-fluoro-3-methyl-10-(7-methyl-2,7-diazaspiro[3.5]nonan-2-yl)-2H-[1,4]oxazino[2,3,4-ij]quinolin-7(3H)-one FC=1C=C2C(C=CN3C2=C(C1N1CC2(C1)CCN(CC2)C)OCC3C)=O